OCCN(C(=O)C1=CC=C2C(=NC=NC2=C1)NC1=CC=C(C=C1)OC(F)(F)F)C 4-(4-Trifluoromethoxy-phenylamino)-quinazoline-7-carboxylic acid (2-hydroxy-ethyl)-methyl-amide